rac-5-ethyl-2-(trans-2-hydroxycyclopentyl)-6-(4-(1H-pyrazol-1-yl)benzyl)isoindolin-1-one C(C)C=1C=C2CN(C(C2=CC1CC1=CC=C(C=C1)N1N=CC=C1)=O)[C@H]1[C@@H](CCC1)O |r|